5-(1-(1-(3-isopropyl-1,2,4-oxadiazol-5-yl)ethyl)-1H-pyrazol-4-yl)-2-methoxy-N-(5-oxo-5,6,7,8-tetrahydro-1,6-naphthyridin-3-yl)benzenesulfonamide C(C)(C)C1=NOC(=N1)C(C)N1N=CC(=C1)C=1C=CC(=C(C1)S(=O)(=O)NC=1C=NC=2CCNC(C2C1)=O)OC